5-HYDROXYNAPHTHALENE-2-BORONIC ACID OC1=C2C=CC(=CC2=CC=C1)B(O)O